tert-butylmethacrylate C(C)(C)(C)OC(C(=C)C)=O